2-(4-chloro-2-fluorophenyl)ethane-1-ol ClC1=CC(=C(C=C1)CCO)F